6-BROMO-3-HYDROXYPYRAZINE-2-FORMAMIDE BrC1=CN=C(C(=N1)C(=O)N)O